2-[2-(2-aminoethoxy)ethoxy]ethan-1-ol NCCOCCOCCO